6'H-spiro[piperidine-4,5'-pyrrolo[1,2-b]pyrazol]-4'-amine N1N2C(C=C1)=C(C1(C2)CCNCC1)N